methyl 9-(((benzyloxy)carbonyl)amino)-2-(3-bromophenyl)-8-hydroxy-2,7,7-trimethylnonanoate C(C1=CC=CC=C1)OC(=O)NCC(C(CCCCC(C(=O)OC)(C)C1=CC(=CC=C1)Br)(C)C)O